OC1=CC=C2C(C=C(OC2=C1)C1=CC=C(C=C1)O)=O 7,4'-dihydroxyflavone